5-bromo-2-methyl-1,3,4-thiadiazole BrC1=NN=C(S1)C